2-(2-((3R,4R)-3-Amino-4-fluoro-1-piperidinyl)-5,6-difluoro-1H-benzimidazol-1-yl)-N,N-dimethylacetamid N[C@@H]1CN(CC[C@H]1F)C1=NC2=C(N1CC(=O)N(C)C)C=C(C(=C2)F)F